(4-Hydroxyphenyl)-o-diisopropylbenzene OC1=CC=C(C=C1)C=1C(=C(C=CC1)C(C)C)C(C)C